3-(5-(4-(3-aminopropyl)piperazin-1-yl)-1-oxoisoindolin-2-yl)piperidine-2,6-dione NCCCN1CCN(CC1)C=1C=C2CN(C(C2=CC1)=O)C1C(NC(CC1)=O)=O